BrC1=C(C=CC(=C1)C)NC(C=C)=O N-(2-bromo-4-methylphenyl)acrylamide